Cl.Cl.NC(CC(=O)O)C=O.NC(CC(=O)O)C=O bis(3-amino-4-oxobutanoic acid) dihydrochloride